N[C@@H](C#CC=1C=NC=CC1C1=C(C=2C(NCCC2N1)=O)NC1=C(C(=CC=C1)Cl)OC)C 2-{3-[(3R)-3-aminobut-1-yn-1-yl]pyridin-4-yl}-3-[(3-chloro-2-methoxyphenyl)amino]-1H,5H,6H,7H-pyrrolo[3,2-c]pyridin-4-one